isopropyl borate boron [B+3].B(OC(C)C)([O-])[O-].C(C)(C)OB([O-])[O-].C(C)(C)OB([O-])[O-].[B+3]